Cl.N=1NC(C=CC1)=O 2,3-dihydropyridazin-3-one hydrochloride